BrC1=CC(=NC=C1)C1=CC(=NN1)NC1=C(C=C(C=C1)O)CC 4-((5-(4-bromopyridin-2-yl)-1H-pyrazol-3-yl)amino)-3-ethylphenol